O=C1[C@]2(CC3(CC3)N1)CN([C@@H](C2)C(=O)OCC)C(=O)[O-] 8-ethyl (5R,8S)-10-oxo-7,11-diazadispiro[2.1.45.23]undecane-7,8-dicarboxylate